FC(C1=C(C=CC=C1)N1CCCCC1)(F)F 1-(2-(trifluoromethyl)phenyl)piperidin